2-(6-{5-chloro-2-[(1,4-oxaazepin-6-yl)amino]pyrimidin-4-yl}-1-oxo-2,3-dihydro-1H-isoindol-2-yl)-N-[(1S)-2-hydroxy-1-(3-methylphenyl)ethyl]acetamide ClC=1C(=NC(=NC1)NC=1C=NC=COC1)C1=CC=C2CN(C(C2=C1)=O)CC(=O)N[C@H](CO)C1=CC(=CC=C1)C